S[Mo] sulfanylmolybdenum